6-fluoro-3-{1-[3-fluoro-4-(3-oxo-morpholin-4-yl)-phenyl]-1H-[1,2,3]triazol-4-yl}-1H-quinolin-2-one FC=1C=C2C=C(C(NC2=CC1)=O)C=1N=NN(C1)C1=CC(=C(C=C1)N1C(COCC1)=O)F